FC1CC(N(C1)C(CC1=CN=NN1)=O)C(=O)NC(C1=NC=C(C(=C1)C(F)(F)F)C(C)C)C1=CC=CC=C1 4-fluoro-N-{phenyl[5-(propan-2-yl)-4-(trifluoromethyl)pyridin-2-yl]methyl}-1-[2-(1H-1,2,3-triazol-5-yl)acetyl]pyrrolidine-2-carboxamide